(S)-1-(4-(aminomethyl)-1-oxo-1,2-dihydrophthalazin-6-yl)-N-((5-(2,6-difluorophenyl)pyridin-2-yl)methyl)-N-(5,6,7,8-tetrahydroquinolin-8-yl)cyclopropane-1-carboxamide NCC1=NNC(C2=CC=C(C=C12)C1(CC1)C(=O)N([C@H]1CCCC=2C=CC=NC12)CC1=NC=C(C=C1)C1=C(C=CC=C1F)F)=O